(S)-2-amino-4-((1-((2R,3S,4S,5R)-3,4-dihydroxy(hydroxymethyl)tetrahydrofuran-2-yl)-2-oxo-1,2-dihydropyrimidin-4-yl)amino)oxobutanoic acid N[C@H](C(=O)O)C(CNC1=NC(N(C=C1)[C@@]1(OC[C@@H]([C@@H]1O)O)CO)=O)=O